C1(=CC=CC=C1)C#CC=O 3-phenylpropiolaldehyde